The molecule is a pyrimidotriazine that is 5,6,7,8-tetrahydropyrimido[5,4-e][1,2,4]triazine with oxo groups at positions 5 and 7. It is a pyrimidotriazine and a carbonyl compound. C1=NC2=C(NC(=O)NC2=O)N=N1